N4-(4-([1,2,4]triazolo[4,3-c]pyrimidin-7-yloxy)-3-methylphenyl)-7-fluoroquinazoline-4,6-diamine N=1N=CN2C=NC(=CC21)OC2=C(C=C(C=C2)NC2=NC=NC1=CC(=C(C=C21)N)F)C